C(C)(C)(C)OC(=O)N1[C@H]([C@H](CC1)NS(=O)(=O)C)CC=1N=C(SC1)C1=CC(=CC(=C1)F)F Cis-2-((2-(3,5-difluorophenyl)-1,3-thiazol-4-yl)methyl)-3-((methylsulfonyl)amino)pyrrolidine-1-carboxylic acid tert-butyl ester